CCC/C(=C\C)/C CIS-3-METHYL-2-HEXENE